N-(2-(3'',5'-dichloro-4''-((3,5-difluoropyridin-2-yl)methoxy-d2)-6''-methyl-2,2''-Dicarbonyl-2H,2''H-[1,2':4',1''-terpyridine]-3-yl)propan-2-yl)acetamide ClC=1C(N(C(=CC1OC([2H])([2H])C1=NC=C(C=C1F)F)C)C1=CC(=NC=C1Cl)N1C(C(=CC=C1)C(C)(C)NC(C)=O)=C=O)=C=O